(S)-1-(4-Ethyloxazol-2-yl)-2-(4-nitrophenyl)ethylamine C(C)C=1N=C(OC1)[C@H](CC1=CC=C(C=C1)[N+](=O)[O-])N